1-(6-((1R,9R)-6-(1,6-dimethyl-1H-indazol-7-yl)-5-fluoro-10,10-dimethyl-3-azatricyclo[7.1.1.02,7]undeca-2,4,6-trien-4-yl)-2,6-diazaspiro[3.4]octan-2-yl)-2-propen-1-one CN1N=CC2=CC=C(C(=C12)C=1C(=C(N=C2[C@H]3C([C@@H](CC12)C3)(C)C)N3CC1(CN(C1)C(C=C)=O)CC3)F)C